FC12[C@@H]([C@@H](N(C(C1)C2)C(C(C([2H])([2H])[2H])(O)[2H])=O)CC=2C(=C(C=CC2)C2=CC=CC=C2)F)NS(=O)(=O)CC N-{(3S,4R)-5-fluoro-3-[(2-fluoro[biphenyl]-3-yl)methyl]-2-[2-hydroxy(2H4)propanoyl]-2-azabicyclo[3.1.1]heptan-4-yl}ethanesulfonamide